The molecule is a 1-acyl-sn-glycero-3-phosphoethanolamine zwitterion obtained by transfer of a proton from the amino to the phosphate group of 1-heptadecanoyl-sn-glycero-3-phosphoethanolamine; major species at pH 7.3. It is a tautomer of a 1-heptadecanoyl-sn-glycero-3-phosphoethanolamine. CCCCCCCCCCCCCCCCC(=O)OC[C@H](COP(=O)([O-])OCC[NH3+])O